O1C(=NC2=C1C=CC=C2)C2=CC=C(C=C2)C(C2=CC=C(C=C2)C=2OC1=C(N2)C=CC=C1)N Di(4-(benzoxazol-2-yl)phenyl)methylamine